4-Isopropylphenylamin C(C)(C)C1=CC=C(C=C1)N